FC1=CC=C(C=C1)C1=NOC(=N1)N1C2COCC1CC=1N=C(SC12)NC(OC1=CC=CC=C1)=O Phenyl {10-[3-(4-fluorophenyl)-1,2,4-oxadiazol-5-yl]-4,7,8,9-tetrahydro-5H-4,8-epiminooxocino[5,4-d][1,3]thiazol-2-yl}carbamate